(2-methyloxolan-2-yl)methanol CC1(OCCC1)CO